O.O.O.NC1=C2N=CN(C2=NC=N1)C1OC(C(C1O)O)CN(C(C)C)C1CC(C1)CCC1=NC2=C(N1)C=CC(=C2)C(C)(C)C 2-(6-amino-9H-purin-9-yl)-5-((((1r,3S)-3-(2-(5-(tert-butyl)-1H-benzo[d]imidazol-2-yl)ethyl)cyclobutyl)(isopropyl)amino)methyl)tetrahydrofuran-3,4-diol trihydrate